tert-butyl (S)-6-((2-carbamoyl-3-chlorophenyl) carbamoyl)-5-azaspiro[2.4]heptane-5-carboxylate C(N)(=O)C1=C(C=CC=C1Cl)NC(=O)[C@H]1N(CC2(CC2)C1)C(=O)OC(C)(C)C